C(C1CO1)OC(C1=C(C=CC=C1)C=C)C α-methyl-o-vinylbenzyl glycidyl ether